C1=CC2=C(C=CO2)C3=NC(=O)C(=O)C=C31 furoquinolinedione